(S) or (R)-4-(2-hydroxypropan-2-yl)-N'-((1',5',6',7'-tetrahydro-2'H-spiro[cyclopropane-1,3'-dicyclopenta[b,e]pyridin]-8'-yl)carbamoyl)thiophene-2-sulfonimidamide OC(C)(C)C=1C=C(SC1)[S@](=O)(N)=NC(NC1=C2C(=NC3=C1CCC3)C3(CC2)CC3)=O |o1:9|